NCC=1SC2=C(N1)C=C(C(=C2)OC)OCCCN(C)C 3-((2-(aminomethyl)-6-methoxybenzo[d]thiazol-5-yl)oxy)-N,N-dimethylpropan-1-amine